1-(cyclobutylmethyl)-1H-pyrazolo[3,4-d]pyrimidine-6-carboxylic acid C1(CCC1)CN1N=CC=2C1=NC(=NC2)C(=O)O